2,2-bis(mercaptoethyl)-1,3-dithian-butane (2R,3S,4R,5S,6R)-2-(acetoxymethyl)-5-hydroxy-6-isobutyltetrahydro-2H-pyran-3,4-diyldiacetate C(C)(=O)OC[C@@H]1O[C@@H]([C@H]([C@@H]([C@@H]1CC(=O)O)CC(=O)O)O)CC(C)C.SCCC(S)(SC)CCS